3-((benzyloxy)methyl)pyrrolidine-1,3-dicarboxylic acid 1-tert-butyl ester 3-methyl ester COC(=O)C1(CN(CC1)C(=O)OC(C)(C)C)COCC1=CC=CC=C1